N-ethylidenepropylamine-N-oxide C(C)=[N+](CCC)[O-]